(S)-2-((4-(6-((isoquinolin-6-yl)methoxy) Pyridin-2-yl)piperidin-1-yl)methyl)-3-((oxetan-2-yl)methyl)-3H-imidazo[4,5-b]pyridine-5-carboxylate C1=NC=CC2=CC(=CC=C12)COC1=CC=CC(=N1)C1CCN(CC1)CC1=NC=2C(=NC(=CC2)C(=O)[O-])N1C[C@H]1OCC1